C(=O)(O)C1=CC=C(C=C1)P(C1=CC=C(C=C1)C(=O)O)(C1=CC=C(C=C1)C(=O)O)=O tri(p-carboxyphenyl)phosphine oxide